C12=CC=3OCCC3C=C2OCC1 4,10-dioxatricyclo[7.3.0.03,7]dodeca-1,3(7),8-triene